(5S)-3-(2,6-difluorophenyl)-5-methyl-9-thia-4,7-diazatricyclo[8.5.0.02,8]pentadecan-1(10),2(8),3-trien-6-one FC1=C(C(=CC=C1)F)C=1C=2C=3CCCCCC3SC2NC([C@@H](N1)C)=O